COC=1C=C2C(=NC(=NC2=CC1OC)C)NC(C)C=1SC(=CC1)C1=C(C=CC=C1)S(=O)(=O)C 6,7-dimethoxy-2-methyl-N-[1-{5-[2-(methylsulfonyl)phenyl]thiophen-2-yl}ethyl]quinazolin-4-amine